4-((2-(4-fluorophenoxy)-5-(1-methyl-1H-pyrazol-4-yl)benzamido)methyl)benzoic acid FC1=CC=C(OC2=C(C(=O)NCC3=CC=C(C(=O)O)C=C3)C=C(C=C2)C=2C=NN(C2)C)C=C1